(R)-6-(cyclopropanecarboxamido)-N-(methyl-d3)-4-((2,4,5-trimethyl-4,5-dihydro-2H-[1,2,3]triazolo[4,5-c][1,7]naphthyridin-6-yl)amino)pyridazine-3-carboxamide C1(CC1)C(=O)NC1=CC(=C(N=N1)C(=O)NC([2H])([2H])[2H])NC1=NC=CC=2C=3C([C@H](N(C12)C)C)=NN(N3)C